C1(=CC=CC=C1)S(=O)(=O)C=1C=NC(=NC1)NC(\C(=C(\C=1C=NOC1C)/O)\C#N)=O (Z)-N-[5-(benzenesulfonyl)pyrimidin-2-yl]-2-cyano-3-hydroxy-3-(5-methylisoxazol-4-yl)prop-2-enamide